4-(3-methylphenyl)thiosemicarbazide CC=1C=C(C=CC1)NC(NN)=S